(3-(pyrrolidin-1-yl)propoxy)benzaldehyde N1(CCCC1)CCCOC1=C(C=O)C=CC=C1